OC1(C2CC3(CC(CC1C3)C2)C2=NC=C3N(C(NC3=N2)=O)C)[2H] (4-hydroxyadamantan-1-yl-4-d)-7-methyl-7,9-dihydro-8H-purin-8-one